C12NC(C(CC1)C2)C#N 2-aza-bicyclo[2.2.1]heptane-3-carbonitrile